O=C1NC(CCC1N1C(C2=CC=C(C=C2C1=O)OCC(=O)NC1CCN(CC1)CCCCNC(OC(C)(C)C)=O)=O)=O tert-butyl (4-(4-(2-((2-(2,6-dioxopiperidin-3-yl)-1,3-dioxoisoindolin-5-yl)oxy)acetamido)piperidin-1-yl)butyl)carbamate